Cl.CC1=C(C=CC(=C1)S(N[C@H](C)C1CCNCC1)(=O)=O)NC(C1=CC=CC=C1)=O (R)-N-(2-methyl-4-(N-(1-(piperidin-4-yl)ethyl)sulfamoyl)phenyl)benzamide hydrochloride